[Cl-].C(C)[PH2+]C1=CC=CC=C1 ethyl-phenyl-phosphonium chloride